(R)-4-(2-(((4-Nitrophenyl)sulfonyl)oxy)-3-phenylpropionamido)benzoic acid tert-butyl ester C(C)(C)(C)OC(C1=CC=C(C=C1)NC([C@@H](CC1=CC=CC=C1)OS(=O)(=O)C1=CC=C(C=C1)[N+](=O)[O-])=O)=O